4,5-difluoro-2,2-bis(trifluoromethyl)-1,3-dioxolane FC1OC(OC1F)(C(F)(F)F)C(F)(F)F